FC=1C(=NC=C(C1)F)N1[C@H]([C@H](CC1)NS(=O)(=O)C)CO[C@@H]1CC[C@@H](CC1)C1=CC=CC=C1 N-((2R,3S)-1-(3,5-difluoropyridin-2-yl)-2-((((CIS)-4-phenylcyclohexyl)oxy)methyl)pyrrolidin-3-yl)methanesulfonamide